7-bromobenzofuran-3-carboxylic acid BrC1=CC=CC=2C(=COC21)C(=O)O